OC1=C(C=CC=C1)C(C(=O)N)C(C)(C)C (2-hydroxyphenyl)-3,3-dimethylbutanamide